5-(2-(1-((5-bromo-2-nitropyridin-3-yl)oxy)ethyl)-5-fluorophenyl)-1-methyl-1H-pyrazol BrC=1C=C(C(=NC1)[N+](=O)[O-])OC(C)C1=C(C=C(C=C1)F)C1=CC=NN1C